[O-]CCCC.[Ti+4].[O-]CCCC.[O-]CCCC.[O-]CCCC Titanium butoxide